Cl.NCCN1C(/C(/C2=CC(=CC=C12)Br)=C\1/C(N(C2=CC=CC=C12)C)=O)=O (E)-1-(2-aminoethyl)-5-bromo-1'-methyl-[3,3'-biindolinylidene]-2,2'-dione hydrochloride